N(=[N+]=[N-])C1C[C@@H]([C@H](OC1SC1=CC=C(C=C1)C)CO)OCC1=CC=CC=C1 [(2R,3S)-5-azido-3-benzyloxy-6-(p-tolylsulfanyl)tetrahydropyran-2-yl]methanol